ClC1=CC=C(C=C1)C=1N=NN(C1)CC(=O)NC1=CC(=CC=C1)O 2-(4-(4-chlorophenyl)-1H-1,2,3-triazol-1-yl)-N-(3-hydroxyphenyl)acetamide